NC1=NC=CC(=C1Cl)SC1=CC=C2C=C(N=CC2=C1)N1CCC2(CC1)[C@@H](C1=CC(=C(C=C1C2)Br)Br)N (S)-1'-(7-((2-amino-3-chloropyridin-4-yl)thio)isoquinolin-3-yl)-5,6-dibromo-1,3-dihydrospiro[indene-2,4'-piperidin]-1-amine